BrC=1C=C2CCC(C2=CC1)N1CCC(CC1)C(=O)OC methyl 1-(5-bromo-2,3-dihydro-1H-inden-1-yl)piperidine-4-carboxylate